(S)-2-((((9H-fluoren-9-yl)methoxy)carbonyl)amino)-6-diazo-5-oxohexanoic acid C1=CC=CC=2C3=CC=CC=C3C(C12)COC(=O)N[C@H](C(=O)O)CCC(C=[N+]=[N-])=O